6-hydroxy-8-methyl-3,4-dihydro-1H-quinolin-2-one OC=1C=C2CCC(NC2=C(C1)C)=O